F[C@@H]1CN(CC[C@H]1NC(CCC1=NN=C2N1N=C(C=C2)N2CCN(CC2)C)=O)C(=O)OC(C)(C)C tert-butyl (3R,4R)-3-fluoro-4-{3-[6-(4-methylpiperazin-1-yl)-[1,2,4]triazolo[4,3-b]pyridazin-3-yl]propanamido}piperidine-1-carboxylate